6-((3S,4R)-3-aminotetrahydro-2H-pyran-4-yl)-2-chloro-N-(furan-2-ylmethyl)-7-vinylthieno[3,2-d]pyrimidin-4-amine formate C(=O)O.N[C@@H]1COCC[C@H]1C1=C(C=2N=C(N=C(C2S1)NCC=1OC=CC1)Cl)C=C